C(C)C1=NC(=CN=C1)CC 2,6-diethyl-Pyrazine